C(#N)N1[C@@H]2[C@H](C[C@H]1CC2)NC(OC(C)(C)C)=O tert-butyl ((1S,2S,4R)-7-cyano-7-azabicyclo[2.2.1]heptan-2-yl)carbamate